cis-5-ethyl-7-fluoro-N-methoxy-N-methyl-6,7-dihydro-5H-pyrrolo[1,2-b][1,2,4]triazole-2-carboxamide C(C)[C@@H]1C[C@@H](C=2N1N=C(N2)C(=O)N(C)OC)F